CC(C=1C(=CC=CC1)C(C)(C)N=C=O)(C)N=C=O Tetramethyl-xylylendiisocyanat